(R)-2-(4-(3-(benzo[d]thiazol-7-yl)-1H-pyrazol-1-yl)-6-morpholinopyrimidin-2-yl)-2-methoxyethan-1-ol S1C=NC2=C1C(=CC=C2)C2=NN(C=C2)C2=NC(=NC(=C2)N2CCOCC2)[C@H](CO)OC